C(C)(C)(C)OC(=O)N1CCC(CC1)(C)C=1OC2=C(N1)C=C(C=C2)COC 4-[5-(methoxymethyl)-1,3-benzoxazol-2-yl]-4-methylpiperidine-1-carboxylic acid tert-butyl ester